N-(3-((1H-tetrazol-5-yl)methyl)phenyl)-4-((2-methyl-4-phenylthiazol-5-yl)oxy)pyridin-2-amine N1N=NN=C1CC=1C=C(C=CC1)NC1=NC=CC(=C1)OC1=C(N=C(S1)C)C1=CC=CC=C1